Hydroquinonesulfonic acid potassium salt [K+].C=1(O)C(=CC(O)=CC1)S(=O)(=O)[O-]